(tert-butyl 1-(2-(3-(cyclopropylmethoxy)-4-(difluoromethoxy) phenyl)-4-((6-((4,4-difluorocyclohexyl) (methyl) carbamoyl) pyridin-carboxamido) methyl) oxazol-5-yl) ethyl) carbamate C(N)(OC(CC(C)(C)C)C1=C(N=C(O1)C1=CC(=C(C=C1)OC(F)F)OCC1CC1)CNC(=O)C1=NC(=CC=C1)C(N(C)C1CCC(CC1)(F)F)=O)=O